1-cyclopentyl-N-[(4,6-dimethyl-2-oxo-1H-pyridin-3-yl)methyl]-6-[4-(morpholin-4-ylmethyl)phenyl]indazol-4-carboxamide C1(CCCC1)N1N=CC=2C(=CC(=CC12)C1=CC=C(C=C1)CN1CCOCC1)C(=O)NCC=1C(NC(=CC1C)C)=O